4,5,6,7-tetracyano-2-trifluoromethylbenzimidazolid C(#N)C1=C(C(=C(C=2N=C([N-]C21)C(F)(F)F)C#N)C#N)C#N